N-[(6-Amino-2-pyridyl)sulfonyl]-6-(3-fluoro-5-isobutoxyphenyl)-2-(3,3,4-trimethyl-1-piperidyl)pyridin-3-carboxamid NC1=CC=CC(=N1)S(=O)(=O)NC(=O)C=1C(=NC(=CC1)C1=CC(=CC(=C1)OCC(C)C)F)N1CC(C(CC1)C)(C)C